(S)-4-ethyl-3-methyl-N-(3-(1-((1-methyl-1H-pyrazolo[3,4-b]pyrazin-6-yl)amino)ethyl)phenyl)benzamide C(C)C1=C(C=C(C(=O)NC2=CC(=CC=C2)[C@H](C)NC2=CN=C3C(=N2)N(N=C3)C)C=C1)C